ClC1=C2C(=NC=C1C#CC1=C(C=CC=C1)[N+](=O)[O-])NC=C2 4-chloro-5-((2-nitrophenyl)ethynyl)-1H-pyrrolo[2,3-b]Pyridine